C(C)OC(=O)C1(CCOCC1)C1=NC(=CC=C1)Br 4-(6-bromopyridin-2-yl)tetrahydro-2H-pyran-4-carboxylic acid ethyl ester